1,6-hexanediol bis[3-(3-t-butyl-4-hydroxyphenyl) propionate] C(C)(C)(C)C=1C=C(C=CC1O)CCC(=O)OCCCCCCOC(CCC1=CC(=C(C=C1)O)C(C)(C)C)=O